[Si](C)(C)(C(C)(C)C)OCC1=CC(=NC=C1)CO (4-(((tert-butyldimethylsilyl)oxy)methyl)pyridin-2-yl)methanol